CO[C@@H]1CC[C@H](CC1)NC(=O)C=1C=NN2C1C=C(C=C2)C2=CNC=1N=C(N=CC12)N[C@@H]1CC[C@@H](CC1)OC N-(trans-4-methoxycyclohexyl)-5-(2-((cis-4-methoxycyclohexyl)amino)-7H-pyrrolo[2,3-d]pyrimidin-5-yl)pyrazolo[1,5-a]pyridine-3-carboxamide